benzyl (S)-4-(5-(5-bromo-1-ethyl-3-(3-hydroxy-2,2-dimethylpropyl)-1H-indol-2-yl)-6-(1-methoxyethyl) pyridin-3-yl)piperazine-1-carboxylate BrC=1C=C2C(=C(N(C2=CC1)CC)C=1C=C(C=NC1[C@H](C)OC)N1CCN(CC1)C(=O)OCC1=CC=CC=C1)CC(CO)(C)C